C(C)N(C1=CC=CC=C1C)C(COC)C ethyl-N-(2-methoxy-1-methylethyl)-6-methylaniline